CS(=O)(=O)[O-].[Zn+2].CS(=O)(=O)[O-] zinc(II) methanesulfonate